(3S,4S)-1-{5-[(2,6-dichlorophenyl)methoxy]pyrimidin-2-yl}-3-(hydroxymethyl)piperidin-4-ol ClC1=C(C(=CC=C1)Cl)COC=1C=NC(=NC1)N1C[C@H]([C@H](CC1)O)CO